C1=CC=NC(=C1)C2=C(C=CC=N2)N=NC3=C(N=CC=C3)C4=CC=CC=N4 azobipyridine